OC1=NC2=CC=CC=C2C(=C1)C(=O)OCC1=CC(=CC=C1)C(=O)OC 3-(methoxycarbonyl)benzyl 2-hydroxy-4-quinolinecarboxylate